N-(2-(4-Cyanothiazolidin-3-yl)-2-oxoethyl)-6-(2-hydroxypropan-2-yl)quinoline-4-carboxamide C(#N)C1N(CSC1)C(CNC(=O)C1=CC=NC2=CC=C(C=C12)C(C)(C)O)=O